O=C1C=CC(=NN1CC1=CC(=NO1)C(=O)N)C=1C=NC(=NC1)OCC(F)(F)F 5-((6-oxo-3-(2-(2,2,2-trifluoroethoxy)pyrimidin-5-yl)pyridazin-1(6H)-yl)methyl)isoxazole-3-carboxamide